C(CCC)OC1C(C)O1 butoxy propylene oxide